5-(benzyloxy)-1-(4-(2-((tert-butyldimethylsilyl)oxy)ethyl)benzyl)-2-(2-chlorophenyl)-3-fluoro-1H-indole C(C1=CC=CC=C1)OC=1C=C2C(=C(N(C2=CC1)CC1=CC=C(C=C1)CCO[Si](C)(C)C(C)(C)C)C1=C(C=CC=C1)Cl)F